COC(=O)C=1N=C(C2=CC(=CC=C2C1O)OC1=CC=CC=C1)C#N 1-cyano-4-hydroxy-7-phenoxyisoquinoline-3-carboxylic acid methyl ester